{5'-chloro-2'-[(4,5-dimethylpyridine-3-sulfonyl)amino]-3'-fluoro[1,1'-biphenyl]-4-yl}acetic acid ethyl ester C(C)OC(CC1=CC=C(C=C1)C1=C(C(=CC(=C1)Cl)F)NS(=O)(=O)C=1C=NC=C(C1C)C)=O